ClC=1C=C2C(=C3C1NC(NC31CCCCC1)=O)OC(=N2)CN2C[C@@H](CCC2)C(=O)OC methyl (3R)-1-({5-chloro-7-oxo-7,8-dihydro-6H-spiro[[1,3]oxazolo[5,4-f]quinazoline-9,1'-cyclohexan]-2-yl}methyl)piperidine-3-carboxylate